OC1=C(C=C2C(=CNC2=C1)CC(=O)N)OC 2-(6-hydroxy-5-methoxy-1H-indol-3-yl)-acetamide